8-(4-(Methylthio)phenyl)pyrrolo[1,2-a]quinoxaline CSC1=CC=C(C=C1)C1=CC=C2N=CC=3N(C2=C1)C=CC3